(4-amino-1,3-dihydrofuro[3,4-c]quinolin-8-yl)((3S)-3-(5-bromo-3-fluoro-2-pyridinyl)-4-morpholinyl)methanone NC1=NC=2C=CC(=CC2C2=C1COC2)C(=O)N2[C@H](COCC2)C2=NC=C(C=C2F)Br